(6aS,8R,9R,9aR)-8-(6-amino-9H-purin-9-yl)-2,2,4,4-tetraisopropyltetrahydro-6H-furo[3,2-f][1,3,5,2,4]trioxadisilocin-9-ol NC1=C2N=CN(C2=NC=N1)[C@H]1[C@@H]([C@H]2O[Si](O[Si](OC[C@@H]2O1)(C(C)C)C(C)C)(C(C)C)C(C)C)O